[Na+].FC=1C=C(C=CC1)C=1C=C(C=2N(N1)C(=NC2)C(=O)[O-])C 2-(3-fluorophenyl)-4-methylimidazo[1,5-b]pyridazine-7-carboxylate sodium salt